CS(=O)(=O)O.O[C@]1(C(N(C2=CC=CC=C12)C=1C=C(C=NC1)CC1=NNC(C2=CC=CC=C12)=O)=O)C (R)-(+)-4-((5-(3-Hydroxy-3-methyl-2-oxoindolin-1-yl)pyridin-3-yl)methyl)phthalazin-1(2H)-one methanesulfonate